[Si](C)(C)(C(C)(C)C)OCC1CCC(CC1)C1=NN=C(N1)C 3-(4-(((tert-butyldimethylsilyl)oxy)methyl)cyclohexyl)-5-methyl-4H-1,2,4-triazole